C(C)OC1=NC=CC=C1C=1C=C(C2=C(N1)N(N=C2C(C)C)C)NCC2=NC(=CC=C2)OC 6-(2-ethoxy-3-pyridinyl)-3-isopropyl-N-[(6-methoxy-2-pyridinyl)methyl]-1-methyl-pyrazolo[3,4-b]pyridin-4-amine